hexahydro-1H-phenoxazine C1CCCC2OC3CC=CC=C3N=C12